bromo(prop-2-yl)magnesium Br[Mg]C(C)C